C(C)(C)(C)OC(=O)N1CC=2C(C[C@H]1C)=NNC2C(C(=O)O)(F)F [(6R)-5-(tert-Butoxycarbonyl)-6-methyl-4,5,6,7-tetrahydro-2H-pyrazolo[4,3-c]pyridin-3-yl]-(difluoro)acetic acid